N12CCCN=CC2CCCC1 1,5-diazabicyclo[5.4.0]-undec-5-ene